(Z)-5-(2-Fluoro-6-methoxyphenyl)-3-(1-((6-(4-(oxetan-3-yl)piperazin-1-yl)pyridin-3-yl)amino)ethylidene)indolin-2-one FC1=C(C(=CC=C1)OC)C=1C=C2/C(/C(NC2=CC1)=O)=C(\C)/NC=1C=NC(=CC1)N1CCN(CC1)C1COC1